C(C=C)N1S(C2=C(C3=C1C=CC=C3)N=C(N=C2)NC2=CC=C3CCCN(C3=C2)C)(=O)=O 6-allyl-N-(1-methyl-1,2,3,4-tetrahydroquinolin-7-yl)-6H-pyrimido[5,4-c][2,1]benzothiazin-2-amine 5,5-dioxide